S(=O)(=O)(OC1=CC=C(C=C1)S(=O)(=O)C=C)[18F] 4-(vinylsulfonyl)phenyl [18F]fluorosulfate